6-(3-Chloro-6-(difluoromethyl)-2-fluorophenyl)-N-(1-((6-(2-(1-methyl-1H-1,2,4-triazol-3-yl)pyrrolidin-1-yl)pyridin-3-yl)methyl)-1H-pyrazol-4-yl)pyrazine-2-carboxamide ClC=1C(=C(C(=CC1)C(F)F)C1=CN=CC(=N1)C(=O)NC=1C=NN(C1)CC=1C=NC(=CC1)N1C(CCC1)C1=NN(C=N1)C)F